1-(cyanomethyl)-5-(trifluoromethyl)-1H-pyrrolo[2,3-b]pyridine-2-carboxylic acid ethyl ester C(C)OC(=O)C1=CC=2C(=NC=C(C2)C(F)(F)F)N1CC#N